ClC=1C(NC(=NC1C1CCOCC1)C1=CC(=NC=C1)F)=O 5-chloro-2-(2-fluoro-pyridin-4-yl)-6-(tetrahydro-pyran-4-yl)-3H-pyrimidin-4-one